CC1=C(C=2N(N=C1C1CCN(CC1)C(=O)OC(C)(C)C)C=CN2)C tert-butyl 4-(7,8-dimethylimidazo[1,2-b]pyridazin-6-yl)piperidine-1-carboxylate